3-[(2,3-dihydrothieno[3,4-b]-[1,4]dioxin-2-yl)methoxy]-1-methyl-1-propanesulfonate O1C=2C(OCC1COCCC(S(=O)(=O)[O-])C)=CSC2